hexaoxatetracosane OOOOOOCCCCCCCCCCCCCCCCCC